CN(C(=O)C=1SC=C(C1)C1=CN(C2=NC=C(C=C21)C2=CC=C1CCN(CC1=C2)C)S(=O)(=O)C2=CC=C(C)C=C2)C N,N-dimethyl-4-(5-(2-methyl-1,2,3,4-tetrahydroisoquinolin-7-yl)-1-tosyl-1H-pyrrolo[2,3-b]pyridin-3-yl)thiophene-2-carboxamide